3-((1-methyl-1H-pyrazol-4-yl)oxy)-4-nitro-1-((2-(trimethylsilyl)ethoxy)methyl)-1H-pyrazole CN1N=CC(=C1)OC1=NN(C=C1[N+](=O)[O-])COCC[Si](C)(C)C